[Si](C)(C)(C(C)(C)C)OCCC(C(C)C)(O)C 1-((tert-butyldimethylsilyl)oxy)-3,4-dimethylpentan-3-ol